FCCC=1C(=NC=CC1)C1=CC(=NC=C1)C(=O)N (2-fluoroethyl)-[2,4'-bipyridine]-2'-carboxamide